(1S,2R)-1-CYCLOBUTYL-2-METHYLPENT-4-EN-1-OL C1(CCC1)[C@H]([C@@H](CC=C)C)O